NC=1N=CC2=C(N1)C(C=1C=C(C=CC12)Cl)=O 2-amino-7-chloro-9H-indeno[2,1-d]pyrimidin-9-one